5-(1-methylcyclopropoxy)-1H-indazol CC1(CC1)OC=1C=C2C=NNC2=CC1